tert-Butyl N-{9-[(2R,3S,4R)-3-chloro-3-fluoro-4-hydroxy-5-methylideneoxolan-2-yl]-6-(methylamino)purin-2-yl}carbamate Cl[C@@]1([C@@H](OC([C@H]1O)=C)N1C2=NC(=NC(=C2N=C1)NC)NC(OC(C)(C)C)=O)F